1-(3-iodo-2-methylphenyl)ethan-1-one IC=1C(=C(C=CC1)C(C)=O)C